OC(=O)C(F)(F)F.FC(C1=CC=C(C=C1)[C@@H]1C[C@H](C1)OC=1C=C2C(=CNC2=CC1)N)(F)F 5-[Trans-3-[4-(trifluoromethyl)phenyl]cyclobutoxy]-1H-indol-3-amine TFA salt